C(C)(=O)N1CCN(CC1)CC1=NC2=C(N1)C=C(C=C2C(=O)O)C2=C(C=C(C=C2)C)Cl 2-[(4-Acetylpiperazin-1-yl)methyl]-6-(2-chloro-4-methylphenyl)-1H-benzimidazole-4-carboxylic acid